ClC1=CC(=C(C=C1Cl)C1=CC(=NC=C1)C#N)OC 4-(4,5-dichloro-2-methoxyphenyl)pyridine-2-carbonitrile